(3R/S)-3-(4-[[(2E,6E)-3,7,11-trimethyldodeca-2,6,10-trien-1-yl]oxy]-phenyl)hex-4-ynoic acid C\C(=C/COC1=CC=C(C=C1)[C@@H](CC(=O)O)C#CC)\CC\C=C(\CCC=C(C)C)/C |r|